FC(OC1=CC=C(C=N1)CN1N=CC(=C1)CN)F (1-((6-(difluoromethoxy)pyridin-3-yl)methyl)-1H-pyrazol-4-yl)methylamine